ClC=1C(=NC=CC1)N1N(C(=C(C1=O)NC(C1=CC=C(C=C1)OC(F)F)=O)C1=CC(=C(C=C1)OC)F)C N-[2-(3-chloropyridin-2-yl)-5-(3-fluoro-4-methoxyphenyl)-1-methyl-3-oxo-2,3-dihydro-1H-pyrazol-4-yl]-4-(difluoromethoxy)benzamide